C(C)(=O)C(CCC[C@](N)(C(=O)O)C)N ε-acetyl-alpha-methyl-L-Lysine